N-[4-(3-cyanophenyl)-5-(2,6-dimethyl-4-pyridinyl)thiazol-2-yl]-3-methyl-2-oxo-1-oxa-3,8-diazaspiro[4.5]decane-8-carboxamide C(#N)C=1C=C(C=CC1)C=1N=C(SC1C1=CC(=NC(=C1)C)C)NC(=O)N1CCC2(CN(C(O2)=O)C)CC1